2-cyanoethyl (3-(dimethoxyphosphoryl) propyl) diisopropylphosphoramidite C(C)(C)N(P(OCCC#N)OCCCP(=O)(OC)OC)C(C)C